[Si](C)(C)(C(C)(C)C)OCCOC=1SC2=C(N1)C=CC=C2N2C[C@@H](N([C@H](C2)C)C(=O)OC(C)(C)C)C tert-butyl (2S,6S)-4-[2-[2-[tert-butyl(dimethyl)silyl]oxyethoxy]-1,3-benzothiazol-7-yl]-2,6-dimethyl-piperazine-1-carboxylate